tert-Butyl (3R,4S)-4-(4-bromo-5-methyl-triazol-1-yl)-3-hydroxy-piperidine-1-carboxylate BrC=1N=NN(C1C)[C@@H]1[C@@H](CN(CC1)C(=O)OC(C)(C)C)O